1-(4-((1S,2S)-2-cyclohexyl-6-hydroxy-1,2,3,4-tetrahydronaphthalen-1-yl)-2,6-difluorophenyl)piperidine-4-carbaldehyde C1(CCCCC1)[C@H]1[C@H](C2=CC=C(C=C2CC1)O)C1=CC(=C(C(=C1)F)N1CCC(CC1)C=O)F